ClC=1C=C(C=CC1)[C@@H]1[C@H](C1)C(=O)NC1=NC=CC(=N1)NCC=1N=C2N(C=C(C=C2N2CCN(CC2)C)C2CC2)C1 (1S,2S)-2-(3-chlorophenyl)-N-(4-(((6-cyclopropyl-8-(4-methylpiperazin-1-yl)imidazo[1,2-a]pyridin-2-yl)methyl)amino)pyrimidin-2-yl)cyclopropane-1-carboxamide